N-[4-(benzyloxy)butanoyl]-2-fluorophenylalanine methyl ester COC([C@@H](NC(CCCOCC1=CC=CC=C1)=O)CC1=C(C=CC=C1)F)=O